CC=1OC=CC1SNC(C(C)(C)C)=O N-[(2-methylfuran-3-yl)thio]pivalamide